4-chlorobenzo[c][1,2,5]thiadiazole ClC1=CC=CC2=NSN=C21